BrC1=NNC=2C1=NC(=CC2)C(F)(F)F 3-bromo-5-(trifluoromethyl)-1H-pyrazolo[4,3-b]pyridine